2-[(benzyloxy)methyl]-2-methylpropane-1,3-diol C(C1=CC=CC=C1)OCC(CO)(CO)C